ClC1=CC=C(C=C1)[C@]1([C@@H](CCCCC1)N1N=CN=C1)O |r| (±)-cis-1-(4-chlorophenyl)-2-(1H-1,2,4-triazol-1-yl)cycloheptanol